4-(4-((5,7-dimethyl-1H-indol-4-yl)methyl)-1-((3-fluorooxetan-3-yl)methyl)piperidin-3-yl)benzoic acid CC=1C(=C2C=CNC2=C(C1)C)CC1C(CN(CC1)CC1(COC1)F)C1=CC=C(C(=O)O)C=C1